3-aminomethyl-4,6-dimethylpyridin NCC=1C=NC(=CC1C)C